4-[(3S)-3-aminopyrrolidin-1-yl]-6-cyano-N-(4,4-difluorocyclohexyl)-5-(3,5-difluorophenyl)pyridine-3-carboxamide N[C@@H]1CN(CC1)C1=C(C=NC(=C1C1=CC(=CC(=C1)F)F)C#N)C(=O)NC1CCC(CC1)(F)F